CCN(C1=CC=CC=C1)S(=O)(=O)C2=C(C=CC(=C2)N)C 5-Amino-N-ethyl-2-methyl-N-phenylbenzenesulphonamide